(1R,2R)-2-[[tert-butyl(dimethyl)silyl]oxymethyl]-1-methyl-cyclopentanol [Si](C)(C)(C(C)(C)C)OC[C@@H]1[C@@](CCC1)(O)C